(3S,4R)-4-((5-fluoro-4-(8-fluoro-4-(2-hydroxyprop-2-yl)quinolin-6-yl)pyrimidin-2-yl)amino)tetrahydro-2H-pyran-3-ol FC=1C(=NC(=NC1)N[C@H]1[C@@H](COCC1)O)C=1C=C2C(=CC=NC2=C(C1)F)C(C)(C)O